FC(C1=NC=CC=C1N1C=CC=2C1=NC=C(C2)CN2CC1(C2)CCOCC1)(F)F 2-((1-(2-(Trifluoromethyl)pyridin-3-yl)-1H-pyrrolo[2,3-b]pyridin-5-yl)methyl)-7-oxa-2-azaspiro[3.5]nonane